N1=C(C=CC=C1)C1(CC1)NC(=O)[C@@H]1CN(CC[C@H]1NC(=O)C=1N=NN(C1)C1=C(C=C(C=C1)F)F)CC1CC1 (3R,4R)-1-cyclopropylmethyl-4-{[1-(2,4-difluoro-phenyl)-1H-[1,2,3]triazole-4-carbonyl]-amino}-piperidine-3-carboxylic acid (1-pyridin-2-yl-cyclopropyl)-amide